4-amino-7-((2R,3R,4S,SR)-3,4-dihydroxy-5-(hydroxymethyl)tetrahydrofuran-2-yl)-2-methyl-7H-pyrrolo[2,3-d]pyrimidine-5-carboxamide NC=1C2=C(N=C(N1)C)N(C=C2C(=O)N)[C@@H]2O[C@H]([C@H]([C@H]2O)O)CO |&1:16|